(2R,4S)-4-methoxy-N-((S,E)-4-(methylsulfonyl)but-3-en-2-yl)-2-phenylpiperidine-1-carboxamide CO[C@@H]1C[C@@H](N(CC1)C(=O)N[C@@H](C)\C=C\S(=O)(=O)C)C1=CC=CC=C1